C(C)OC1=CC(N(C=C1C=1C=C2C(CCC2=CC1)OC1=CC=CC=C1)C)=O 4-ethoxy-1-methyl-5-(3-phenoxy-2,3-dihydro-1H-inden-5-yl)pyridin-2(1H)-one